The molecule is a cyclic hydrocarbon consisting of cyclohexane with a methylene bridge linking positions 1 and 4. It is a bridged compound and a cyclic hydrocarbon. C1CC2CCC1C2